CN1N=CC(=C1C1=NC(=NO1)[C@@H]1C(C12CCN(CC2)S(=O)(=O)N)(F)F)C (2R)-2-[5-(1,4-Dimethyl-1H-pyrazol-5-yl)-1,2,4-oxadiazol-3-yl]-1,1-difluoro-6-azaspiro[2.5]octan-6-sulfonamid